(2S)-2-[4-{5-chloro-2-[4-(trifluoromethyl)-1H-1,2,3-triazol-1-yl]phenyl}-5-methoxy-2-oxopyridin-1(2H)-yl]-N-(2,3-dimethylquinoxalin-6-yl)butanamide ClC=1C=CC(=C(C1)C1=CC(N(C=C1OC)[C@H](C(=O)NC=1C=C2N=C(C(=NC2=CC1)C)C)CC)=O)N1N=NC(=C1)C(F)(F)F